CC1=CC=CC(=N1)C=1NC=C(N1)C(C)N 1-(2-(6-methylpyridin-2-yl)-1H-imidazol-4-yl)ethylamine